CN(C1=CC=C(C=C1)N=NC1=CC=CC=C1)C N,N-dimethyl-4-(phenylazo)aniline